ClC=1C=C(C=NC1OC)C1=CC=C(C=C1)[C@H](C)N1C=CC2=C(C=CC(=C12)C(=O)NC1CC2(CCC2)C1)F (Ra)-6-(1-((S)-1-(4-(5-Chloro-6-methoxypyridin-3-yl)phenyl)ethyl)-4-fluoro-1H-indol-7-carboxamido)spiro[3.3]heptan